(2R)-5-(3-Butoxyphenyl)-2-hydroxyvaleric acid methyl ester COC([C@@H](CCCC1=CC(=CC=C1)OCCCC)O)=O